C(CCCCCCCCCCCCC)N1C(=C(C(C2=C(C=C(C=C12)OC(=O)C(C)(C)C)OC(=O)C(C)(C)C)=O)OC(=O)C(C)(C)C)C1=CC(=C(C=C1)OC(=O)C(C)(C)C)OC(=O)C(C)(C)C N-tetradecyl-2-(3,4-di-tert-butylcarbonyloxy-phenyl)-3,5,7-tri-tert-butylcarbonyloxy-quinolin-4-one